2,2-dimethyl-2,3-dihydro-4H-pyrano[3,2-b]pyridin-4-one CC1(CC(C2=NC=CC=C2O1)=O)C